C1(CC1)OC1=C(C=CC=C1)C#C[Si](C)(C)C ((2-cyclopropoxyphenyl)ethynyl)trimethylsilane